rac-(2S,3S,4S,5R)-3-(2-ethoxy-4-fluoro-3-methylphenyl)-4,5-dimethyl-5-(trifluoromethyl)tetrahydrofuran-2-carboxylic acid C(C)OC1=C(C=CC(=C1C)F)[C@H]1[C@H](O[C@]([C@H]1C)(C(F)(F)F)C)C(=O)O |r|